C(C(C)C)N1CCN(CC1)C=1C=CC(=NC1)NC1=NC2=C3C(=CC=C2C=N1)ON=C3C(C)C N-(5-(4-isobutylpiperazin-1-yl)pyridin-2-yl)-9-isopropylisoxazolo[5,4-H]quinazolin-2-amine